CC1(OC=2C=C(C=C(C2[C@H]2[C@H]1CCC(=C2)C)O)CCCCC)C (6aR,10aR)-6,6,9-Tri-methyl-3-pentyl-6a,7,8,10a-tetrahydro-6H-benzo[c]chromen-1-ol